methyl (S)-3-(8-((diphenylmethylene)amino)quinolin-5-yl)-2-(tritylamino)propanoate C1(=CC=CC=C1)C(C1=CC=CC=C1)=NC=1C=CC(=C2C=CC=NC12)C[C@@H](C(=O)OC)NC(C1=CC=CC=C1)(C1=CC=CC=C1)C1=CC=CC=C1